8-((6-chloropyridin-3-yl)methyl)pyrido[2,3-d]pyrimidine ClC1=CC=C(C=N1)CN1CC=CC2=C1N=CN=C2